8-(1-Bromoethyl)-2-(4,4-difluorocyclohexyl)-6-methyl-chromen-4-one BrC(C)C=1C=C(C=C2C(C=C(OC12)C1CCC(CC1)(F)F)=O)C